4-(6-chloropyrazolo[3,4-d]pyrimidin-1-yl)-2-methyl-butan-2-ol ClC1=NC=C2C(=N1)N(N=C2)CCC(C)(O)C